FC1=C(CN2C(N(C(C3=CC=C(C=C23)C(=O)OC)C)C)=O)C(=CC(=C1)OC)F methyl 1-(2,6-difluoro-4-methoxybenzyl)-3,4-dimethyl-2-oxo-1,2,3,4-tetrahydroquinazoline-7-carboxylate